BrC1=CC(=C2CCC(N(C2=C1)C)=O)Cl 7-bromo-5-chloro-1-methyl-3,4-dihydroquinolin-2(1H)-one